The molecule is an iodoamino acid that is L-histidine in which the imidazole ring is substituted by iodine at positions 2- and 5(4). It is an iodoamino acid, a non-proteinogenic L-alpha-amino acid and a L-histidine derivative. C(C1=C(N=C(N1)I)I)[C@@H](C(=O)O)N